N-[1-(dicyclopropylmethyl)-2-[[5-[5-ethyl-3-methyl-1-(2-trimethylsilylethoxymethyl)pyrazol-4-yl]-6-fluoro-2-pyridyl]amino]-2-oxo-ethyl]-3-methyl-isoxazole-4-carboxamide C1(CC1)C(C(C(=O)NC1=NC(=C(C=C1)C=1C(=NN(C1CC)COCC[Si](C)(C)C)C)F)NC(=O)C=1C(=NOC1)C)C1CC1